ClC1=C(C(=CC=C1)Cl)COC=1C=CC(=NC1)C(CO)O 1-{5-[(2,6-dichlorophenyl)methoxy]pyridin-2-yl}ethane-1,2-diol